ClC1=CC=C(C=C1)[C@H](C(=O)N1CCN(CC1)C=1C2=C(N=CN1)[C@H](C[C@H]2C)O)CN[C@H]2COCC2 (S)-2-(4-chlorophenyl)-1-(4-((5R,7S)-7-hydroxy-5-methyl-6,7-dihydro-5H-cyclopenta[d]pyrimidin-4-yl)piperazin-1-yl)-3-((R)-tetrahydrofuran-3-ylamino)propan-1-one